5-Bromo-7-isopropyl-1-methyl-1H-indole-3-carboxylic acid BrC=1C=C2C(=CN(C2=C(C1)C(C)C)C)C(=O)O